COC(C(=C)C)=O.C[NH2+]C dimethyl-ammonium methyl-methacrylate